5-bromo-6-[(2S)-2-(hydroxymethyl)piperidin-1-yl]-3-nitropyridine-2-carbonitrile BrC=1C=C(C(=NC1N1[C@@H](CCCC1)CO)C#N)[N+](=O)[O-]